FC1=C(C=CC=C1)C1=CC(=CN1S(=O)(=O)C=1C=NC=C(C1)OCC=C)CN(C(OC(C)(C)C)=O)C tert-butyl N-{[5-(2-fluorophenyl)-1-{[5-(prop-2-en-1-yloxy) pyridin-3-yl] sulfonyl}-1H-pyrrol-3-yl] methyl}-N-methylcarbamate